tert-butyl(cyclobutylmethyl)(methyl)carbamate C(C)(C)(C)OC(N(C)CC1CCC1)=O